FC(C1=NC=CC(=C1C1=CC=C(C=C1)NC(OC(C)(C)C)=O)C)F tert-butyl (4-(2-(difluoromethyl)-4-methylpyridin-3-yl)phenyl)carbamate